C1(=CC=CC=C1)C1=NC(=NC(=N1)C1=CC=CC=C1)C=1C=C(C=C(C1)N1C2=CC=C(C=C2C=2C=C(C=CC12)C1=C(C#N)C=CC=C1)C1=C(C#N)C=CC=C1)N1C2=CC=C(C=C2C=2C=C(C=CC12)C1=C(C#N)C=CC=C1)C1=C(C#N)C=CC=C1 2,2',2'',2'''-((5-(4,6-diphenyl-1,3,5-triazin-2-yl)-1,3-phenylene)bis(9H-carbazole-9,3,6-triyl))tetrabenzonitrile